C1=CC=C2C(=C1)C3=CC=CC=C3[I+]2.[Cl-] The molecule is an organic chloride salt having dibenziodolium as the counterion. It has a role as an EC 1.6.3.1. [NAD(P)H oxidase (H2O2-forming)] inhibitor and a G-protein-coupled receptor agonist. It contains a dibenziodolium.